C1(=CC=CC=C1)C=1C=C(SC1)C1(CC1)C=1NC(C2=C(N1)CCNC2)=O 2-(1-(4-phenylthiophen-2-yl)cyclopropyl)-5,6,7,8-tetrahydropyrido[4,3-d]pyrimidin-4(3H)-one